1-(6,7-dihydro-5H-benzo[6,7]cyclohepta[1,2-c]pyridazin-3-yl)-N3-(3-fluoro-4-(octahydro-1H-pyrido[1,2-a]pyrazin-2-yl)phenyl)-1H-1,2,4-triazole-3,5-diamine N1=NC(=CC2=C1C1=C(CCC2)C=CC=C1)N1N=C(N=C1N)NC1=CC(=C(C=C1)N1CC2N(CC1)CCCC2)F